methyl 2-(6-bromo-5-fluoro-4-oxoquinazolin-3(4H)-yl)-2-phenylacetate BrC=1C(=C2C(N(C=NC2=CC1)C(C(=O)OC)C1=CC=CC=C1)=O)F